N1(CCC=CC1)C[C@H](C(C)C)NC(=O)[C@@H]1NCC2=CC(=CC=C2C1)O (3R)-N-[(1S)-1-(3,6-dihydropyridin-1(2H)-ylmethyl)-2-methylpropyl]-7-hydroxy-1,2,3,4-tetrahydroisoquinoline-3-carboxamide